2-[4-(4-fluorophenyl)piperazin-1-yl]-6-methyl-8-vinyl-quinoline-4-carbonitrile FC1=CC=C(C=C1)N1CCN(CC1)C1=NC2=C(C=C(C=C2C(=C1)C#N)C)C=C